COCCOCCOCCOC1=CC=C(C=C1)S(=O)(=O)N 4-{2-[2-(2-methoxyethoxy)ethoxy]ethoxy}benzene-1-sulfonamide